3-((4-(1,4-Oxazepan-4-yl)phenyl)amino)-6-(3-methyl-3H-imidazo[4,5-c]pyridin-7-yl)-5-(methylamino)pyrazin-2-carboxamid O1CCN(CCC1)C1=CC=C(C=C1)NC=1C(=NC(=C(N1)NC)C=1C2=C(C=NC1)N(C=N2)C)C(=O)N